C(C)(=O)OC=1C(=CC2=C(OC[C@@H](N2)C)N1)CC1=CC=C(C=C1)F (S)-7-(4-fluorobenzyl)-2-methyl-2,3-dihydro-1H-pyrido[2,3-b][1,4]oxazin-6-yl acetate